tert-butylperoxide C(C)(C)(C)OOC(C)(C)C